ClC1=C2C(=C([C@@]3(CCC=4C(=NC(=NC4C3)OC[C@H]3N(CCC3)C)N3C[C@@H](N(CC3)C(C(=C)F)=O)CC#N)C2=CC=C1)F)F 2-((S)-4-((R)-4-chloro-2,3-difluoro-2'-(((S)-1-methylpyrrolidin-2-yl)methoxy)-5',8'-dihydro-6'H-spiro[inden-1,7'-quinazolin]-4'-yl)-1-(2-fluoroacryloyl)piperazin-2-yl)acetonitrile